pyridin-6-yl-pyridine-3-carboxamide N1=CC=CC=C1C1=NC=CC=C1C(=O)N